3-(difluoromethyl)-3,4,7,15-tetraazatricyclo[12.3.1.02,6]Octadecan-1(18),2(6),4,14,16-pentaen-8-one trifluoroacetate FC(C(=O)O)(F)F.FC(N1C=2C=3C=CN=C(CCCCCC(NC2C=N1)=O)C3)F